2,5-dimethyl-2,5-di(tert-butylperoxy)hexane tert-butyl-(3-bromo-2-((diethoxyphosphoryl)difluoromethyl)benzo[b]thiophen-6-yl)carbamate C(C)(C)(C)N(C(O)=O)C=1C=CC2=C(SC(=C2Br)C(F)(F)P(=O)(OCC)OCC)C1.CC(C)(CCC(C)(OOC(C)(C)C)C)OOC(C)(C)C